(R)-1-(3-(6-(4-fluorophenyl)-4-(1-methyl-1H-pyrazol-3-yl)pyridazin-3-yl)pyrrolidin-1-yl)prop-2-en-1-one FC1=CC=C(C=C1)C1=CC(=C(N=N1)[C@H]1CN(CC1)C(C=C)=O)C1=NN(C=C1)C